NC1C[C@H]2CC[C@@H](C1)N2C2=NC(=C1C(=N2)NN=C1C1=C(C2=C(N(N=C2C=C1)C)Cl)Cl)C#N 6-((1R,3r,5S)-3-amino-8-azabicyclo[3.2.1]octane-8-yl)-3-(3,4-dichloro-2-methyl-2H-indazol-5-yl)-1H-pyrazolo[3,4-d]pyrimidine-4-carbonitrile